FC1=C(C(=O)NCC(F)(F)F)C(=CC(=C1)C1=CN=C2N1C=CC(=C2)C=2C=NN(C2)C)F 2,6-difluoro-4-[7-(1-methylpyrazol-4-yl)imidazo[1,2-a]pyridin-3-yl]-N-(2,2,2-trifluoroethyl)benzamide